(E)-N-(chroman-4-ylidene)-1,1-diphenylmethylamine O1CC/C(/C2=CC=CC=C12)=N\C(C1=CC=CC=C1)C1=CC=CC=C1